ethyl 6-(tert-butyl)-2-chloro-3-(cyclopropylmethoxy)-10-oxo-6,10-dihydro-5H-pyrido[1,2-H][1,7]naphthyridine-9-carboxylate C(C)(C)(C)C1CC=2C=C(C(=NC2C=2N1C=C(C(C2)=O)C(=O)OCC)Cl)OCC2CC2